[Amino(4,6-dimethoxypyrimidin-2-yl)methylidene]amino 2-(2,6-difluorophenyl)-2-methylpropanoate FC1=C(C(=CC=C1)F)C(C(=O)ON=C(C1=NC(=CC(=N1)OC)OC)N)(C)C